ethyl {[3-({3-chloro-5-fluoro-6-[3-methyl-2,6-dioxo-4-(trifluoromethyl)-3,6-dihydropyrimidin-1(2H)-yl]pyridin-2-yl}sulfanyl)pyridin-2-yl]oxy}acetate ClC=1C(=NC(=C(C1)F)N1C(N(C(=CC1=O)C(F)(F)F)C)=O)SC=1C(=NC=CC1)OCC(=O)OCC